C(C1=CC=CC=C1)OC(=O)N(C)C[C@@H]1CN(C[C@@H]1OC)C(=O)OC(C)(C)C tert-butyl (3R,4R)-3-((((benzyloxy)carbonyl)(methyl)amino)methyl)-4-methoxypyrrolidine-1-carboxylate